C(CCCCCCC=CCCCCCCCCCC)(=O)O 8-Nonadecenoic acid